4-(6-(6-((6-methoxypyridin-3-yl)methyl)-3,6-diazabicyclo[3.1.1]hept-3-yl)Pyridin-3-yl)pyrazolo[1,5-a]pyridine-3-carbonitrile COC1=CC=C(C=N1)CN1C2CN(CC1C2)C2=CC=C(C=N2)C=2C=1N(C=CC2)N=CC1C#N